C(C1=CC=CC=C1)N(C(C(=O)OCC)=O)CC1=NC(=CC=C1)C ethyl 2-[benzyl-[(6-methyl-2-pyridyl)methyl]amino]-2-oxo-acetate